tert-butyl 2-[[(1R)-1-(2-ethylsulfanyl-3,6-dimethyl-4-oxo-chromen-8-yl) ethyl] amino]benzoate C(C)SC=1OC2=C(C=C(C=C2C(C1C)=O)C)[C@@H](C)NC1=C(C(=O)OC(C)(C)C)C=CC=C1